C(C)(=O)N1N=CC2=CC(=CC=C12)NC1=NN(C2=CC=CC=C12)C=1C=C(C=CC1)NC(C)=O N-(3-(3-((1-acetyl-1H-indazol-5-yl)amino)-1H-indazol-1-yl)phenyl)acetamide